N=1N(N=C2C1C=CC=C2)C2=C(C=CC=C2C)O 2-(2H-benzotriazol-2-yl)-3-methylphenol